C1=CC=CC=2C3=CC=CC=C3C(C12)COC(=O)NCCCN(C(OCC1C2=CC=CC=C2C=2C=CC=CC12)=O)CCCN (9H-fluoren-9-yl)methyl (3-((((9H-fluoren-9-yl)methoxy)carbonyl)amino)propyl)(3-aminopropyl)carbamate